BrC=1C=C2CCN(CC2=CC1)C1C(CNCC1)(F)F 6-bromo-2-(3,3-difluoropiperidin-4-yl)-1,2,3,4-tetrahydroisoquinoline